ClC1=C(C#N)C(=CC(=N1)Cl)OC 2,6-dichloro-4-methoxynicotinonitrile